2,3-DIMETHYL-1,4-NAPHTHOQUINONE CC=1C(C2=CC=CC=C2C(C1C)=O)=O